BrC1=C(C=C2CNCC(C2=O)=CC2=C(C=CC=C2)Br)C=CC=C1 3,5-bis(2-bromobenzylidene)-4-piperidone